methyl 3-((2,3-dihydroxypropyl)carbamoyl)cyclopentane-1-carboxylate OC(CNC(=O)C1CC(CC1)C(=O)OC)CO